C(C)(C)(C)OC(=O)N1CC(OCC1)COC=1C(N(C2=CC=C(C=C2C1)NC1=NC(=C(C=C1Cl)C#N)Cl)C)=O 2-(((6-((3,6-Dichloro-5-cyanopyridin-2-yl)amino)-1-methyl-2-oxo-1,2-dihydroquinolin-3-yl)oxy)methyl)morpholine-4-carboxylic acid tert-butyl ester